C(=O)O.FC1(C(CNC1)O)O 4-fluoropyrrolidin-3,4-diol formate